6-(2-chloro-3,5-dimethoxyphenyl)-N-(4-(4-cyclopropylpiperazin-1-yl)phenyl)-[1,2,4]triazolo[4',3':1,6]pyrido[2,3-d]pyrimidin-2-amine ClC1=C(C=C(C=C1OC)OC)C1=CC2=C(N=C(N=C2)NC2=CC=C(C=C2)N2CCN(CC2)C2CC2)N2C1=NN=C2